6-{[10-Cyclopropyl-2-(3-fluorophenyl)[1,2,4]triazolo[1,5-c]quinazolin-5-yl]amino}-1,4-diazepin-5-one C1(CC1)C=1C=2C=3N(C(=NC2C=CC1)NC=1C(N=CC=NC1)=O)N=C(N3)C3=CC(=CC=C3)F